C(C)(C)(C)C=1SC(=CN1)C(=O)NCC1=C(C=C(C=C1)C1=NC(=NC=C1)NC=1C(=NN(C1)C)C)C (tert-butyl)-N-(4-(2-((1,3-dimethyl-1H-pyrazol-4-yl)amino)pyrimidin-4-yl)-2-methylbenzyl)thiazole-5-carboxamide